O1CCN(CC1)C1=CC(=NC=C1)NC=1SC2=C(N1)C=CC(=C2)C#N 2-((4-morpholinopyridin-2-yl)amino)benzo[d]thiazole-6-carbonitrile